1-(Methylthio)-1-propene CSC=CC